CCCCCCCC/C=C\\CCCCCCCC(=O)OC[C@H](COP(=O)([O-])OC[C@@H](C(=O)[O-])[NH3+])OC(=O)CCC/C=C\\C/C=C\\C/C=C\\C/C=C\\CCCCC The molecule is a phosphatidylserine 38:5 that is the conjugate base of 1-oleoyl-2-arachidonoyl-sn-glycero-3-phospho-L-serine, in which the carboxy and phosphate groups are anionic and the amino group is cationic. It is a phosphatidylserine 38:5(1-) and a 1-acyl-2-arachidonoyl-sn-glycero-3-phosphoserine(1-). It is a conjugate base of a 1-oleoyl-2-arachidonoyl-sn-glycero-3-phospho-L-serine.